L-N-Boc-Alanine C(=O)(OC(C)(C)C)N[C@@H](C)C(=O)O